2-(13,13-difluoro-4-[[2-(trimethylsilyl)ethoxy]methyl]-14-oxa-2,4,10-triazatricyclo[7.5.0.0[3,7]]tetradeca-1(9),2,5,7-tetraen-10-yl)benzoic acid FC1(CCN(C=2C=C3C=CN(C3=NC2O1)COCC[Si](C)(C)C)C1=C(C(=O)O)C=CC=C1)F